N-((1r,4r)-4-(3-chloro-4-cyanophenoxy)cyclohexyl)-6-(3-((2-(2,6-dioxopiperidin-3-yl)-6-fluoro-1-oxoisoindolin-5-yl)methyl)-3,8-diazabicyclo[3.2.1]octan-8-yl)pyridazine-3-carboxamide ClC=1C=C(OC2CCC(CC2)NC(=O)C=2N=NC(=CC2)N2C3CN(CC2CC3)CC=3C=C2CN(C(C2=CC3F)=O)C3C(NC(CC3)=O)=O)C=CC1C#N